BrC1=C(C=C2C(=N1)NC=C2NC(=O)NC=2C=NC(=CC2)C2CCC(CC2)(F)F)F 1-(6-bromo-5-fluoro-1H-pyrrolo[2,3-b]pyridin-3-yl)-3-(6-(4,4-difluorocyclohexyl)pyridin-3-yl)urea